FC1=C2CN(CC2=CC(=C1OCOC)O)C(CCC(=O)[O-])=O 4-(4-fluoro-6-hydroxy-5-(methoxymethoxy) isoindolin-2-yl)-4-oxobutanoate